7H,8H-pyrido[2,3-d]pyrimidin N1=CN=CC2=C1NCC=C2